F/C(=C/[C@H](C[C@H]1C(NCC1)=O)NC(=O)[C@H]1N(C[C@@H]2[C@H]1CCC2)C(=O)C2(C1=CC=CC=C1C=1C=CC=CC21)O)/S(=O)(=O)C (1S,3aS,6aR)-N-((S,Z)-4-fluoro-4-(methylsulfonyl)-1-((S)-2-oxopyrrolidin-3-yl)but-3-en-2-yl)-2-(9-hydroxy-9H-fluorene-9-carbonyl)octahydrocyclopenta[c]pyrrole-1-carboxamide